4-nitrophenyl 1-(benzo[b]thiophen-6-yl)-3-methyl-5-oxo-4,5-dihydro-1H-pyrazole-4-carboxylate S1C2=C(C=C1)C=CC(=C2)N2N=C(C(C2=O)C(=O)OC2=CC=C(C=C2)[N+](=O)[O-])C